FC1=C(N)C=CC(=C1)OCCN1CCOCC1 2-fluoro-4-(2-morpholinoethoxy)aniline